C1(=CC(=CC=C1)CCCC(=O)O)CCCC(=O)O 4,4'-(1,3-phenylene)dibutanoic acid